CC1C=2C3=C(N(N=C3CCN1C(C)=O)C1=NNC=C1)N=C(C2)N2[C@@H](COCC2)C 1-(6-methyl-4-((R)-3-methylmorpholinyl)-2-(1H-pyrazol-3-yl)-2,6,8,9-tetrahydro-7H-1,2,3,7-tetraazabenzo[cd]azulen-7-yl)ethane-1-one